ClCC(=O)NC1=CC2=C(N(C(=N2)C2=C(C(=CC(=C2)C2=C(C=CC=C2)C(F)(F)F)Cl)O)C(C(=O)O)CC(C)C)C=C1 {5-[(2-Chloroacetyl)amino]-2-{3-chloro-2-hydroxy-5-[2-(trifluoromethyl)phenyl]phenyl}benzo[d]imidazol-1-yl}-4-methylpentanoic acid